tert-butyl (3S,5S)-3-[[6-(6-amino-2-methyl-3-pyridyl)-8-methyl-pyrido[3,2-d]pyrimidin-2-yl]amino]-5-fluoro-piperidine-1-carboxylate NC1=CC=C(C(=N1)C)C=1C=C(C=2N=C(N=CC2N1)N[C@@H]1CN(C[C@H](C1)F)C(=O)OC(C)(C)C)C